C1N=NC=2N1C1=C(CC3(C2)OCCCO3)C=CC=C1 6'H-spiro[1,3-dioxane-2,5'-[1,2,4]triazolo[4,3-a][1]benzazepine]